((1R)-3-methyl-1-(3-(4-(trifluoromethoxy)phenyl)-4,5-dihydroisoxazole-5-carboxamido)butyl)boronic acid CC(C[C@H](NC(=O)C1CC(=NO1)C1=CC=C(C=C1)OC(F)(F)F)B(O)O)C